CN(C(=O)C=1C=C2C=CC(=NC2=CC1)N(C1CCNCC1)C)C=1C=NNC1 N-methyl-2-(methyl-(piperidin-4-yl)amino)-N-(1H-pyrazol-4-yl)-quinoline-6-carboxamide